4-[1-(benzenesulfonyl)-3-[2-methylsulfonyl-5-(trifluoromethyl)pyrimidin-4-yl]pyrrolo[2,3-b]pyridin-6-yl]-3,5-dimethyl-isoxazole C1(=CC=CC=C1)S(=O)(=O)N1C=C(C=2C1=NC(=CC2)C=2C(=NOC2C)C)C2=NC(=NC=C2C(F)(F)F)S(=O)(=O)C